COCC1=CC2=C(N=C(N=C2)SC)C(O1)=O 6-(methoxymethyl)-2-(methylsulfanyl)-8H-pyrano[3,4-d]pyrimidin-8-one